FC1=C(C=CC=C1)C1CCC=2N1N=C(N2)C(=O)OCC ethyl 5-(2-fluorophenyl)-6,7-dihydro-5H-pyrrolo[1,2-b][1,2,4]triazole-2-carboxylate